ClC=1C=CC2=C(N=C(O2)C2CC3(CC(C3)NC(=O)C=3OC(=CC3)CS(N)(=O)=O)C2)C1 N-[6-(5-chloro-1,3-benzoxazol-2-yl)spiro[3.3]heptan-2-yl]-5-(sulfamoylmethyl)furan-2-carboxamide